COC1=C(C(=CC=C1)OC)S(=O)(=O)NC1=NOC=2C1=C1OCCCC1=C(C2)OC2=NC=CC=N2 2,6-dimethoxy-N-(5-(pyrimidin-2-yloxy)-3,4-dihydro-2H-chromeno[8,7-d]isoxazol-9-yl)benzenesulfonamide